C12CN(CC(CC1)N2)C2=C1N=CN(C1=NC(=N2)OC[C@H]2N(CCC2)C)C2=CC=CC=C2 6-(3,8-diazabicyclo[3.2.1]oct-3-yl)-2-(((S)-1-methylpyrrolidin-2-yl)methoxy)-9-phenyl-9H-purine